2-Methyl-5-(((-)-1-methylazetidin-2-yl)methoxy)-N-(1-(7-(5-(1-(pyrrolidin-1-yl)ethyl)thiophen-2-yl)quinolin-5-yl)cyclopropyl)benzamide CC1=C(C(=O)NC2(CC2)C2=C3C=CC=NC3=CC(=C2)C=2SC(=CC2)C(C)N2CCCC2)C=C(C=C1)OCC1N(CC1)C